C(\C=C\C1=CC=C(C=C1)O)(=O)[O-] trans-4-coumarate